FC1=CC(=C(C=O)C=C1OC)OC 4-fluoro-2,5-dimethoxybenzaldehyde